OP(O)OP(O)O.C(C)(C)(C)C1=C(C(=CC(=C1)C)C(C)(C)C)C(O)(C(CO)(CO)CO)C1=C(C=C(C=C1C(C)(C)C)C)C(C)(C)C bis(2,6-ditert-butyl-4-methylphenyl)pentaerythritol diphosphite